N-cyclopentyl-6-(2-((5-((4-ethylpiperazine-1-yl)methyl)pyridine-2-yl)amino)-5-fluoropyrimidine-4-yl)benzothiazole-2-amine C1(CCCC1)NC=1SC2=C(N1)C=CC(=C2)C2=NC(=NC=C2F)NC2=NC=C(C=C2)CN2CCN(CC2)CC